CCCCCCCCP(=O)(O)OP(=O)O 8-octyldiphosphonic acid